COC1=C(C=CC(=C1C(=O)O)N1CCOCC1)C1=CC=CC=C1 methoxy-4-morpholinyl-[1,1'-biphenyl]-3-Carboxylic acid